OC(C)(C)C=1OC(=C(N1)C(F)(F)F)C(=O)N1[C@H](C2=C(CC1)NC=N2)C2=NN1C(C=CC=C1)=C2 (R)-(2-(2-hydroxypropan-2-yl)-4-(trifluoromethyl)oxazol-5-yl)(4-(pyrazolo[1,5-a]pyridin-2-yl)-6,7-dihydro-1H-imidazo[4,5-c]pyridin-5(4H)-yl)methanone